thorium 1,5-naphthalenedicarboxylate C1(=CC=CC=2C(=CC=CC12)C(=O)[O-])C(=O)[O-].[Th+4].C1(=CC=CC=2C(=CC=CC12)C(=O)[O-])C(=O)[O-]